C(C)(C)(C)C=1C=C2NC=3C=CC(=CC3C(C2=CC1)(C)C)CN1CCNCC1 6-(tert-butyl)-9,9-dimethyl-2-(piperazin-1-ylmethyl)-9,10-dihydroacridine